(4-(3,5-di-tert-butyl-4-methoxyphenyl)-2-methyl-1,5,6,7-tetrahydro-s-indacen-1-yl)lithium C(C)(C)(C)C=1C=C(C=C(C1OC)C(C)(C)C)C1=C2C=C(C(C2=CC=2CCCC12)[Li])C